3-chloro-2-fluoro-6-((4-fluoro-2-methylphenyl)amino)benzoic acid ClC=1C(=C(C(=O)O)C(=CC1)NC1=C(C=C(C=C1)F)C)F